((2-aminopyridin-4-yl)methyl)-3-(4-((trifluoromethyl)thio)phenyl)-1,3-diazaspiro[4.4]nonane-2,4-dione NC1=NC=CC(=C1)CN1C(N(C(C12CCCC2)=O)C2=CC=C(C=C2)SC(F)(F)F)=O